[4-(trifluoromethyl)-2-pyridinyl]carbamate FC(C1=CC(=NC=C1)NC([O-])=O)(F)F